3-(6-(2-(4-(4-(4-((1R,2S)-6-Hydroxy-2-phenyl-1,2,3,4-tetrahydronaphthalen-1-yl)phenoxy)butyl)piperazin-1-yl)-2-oxoethoxy)-1-methyl-1H-indol-3-yl)piperidine-2,6-dione OC=1C=C2CC[C@@H]([C@@H](C2=CC1)C1=CC=C(OCCCCN2CCN(CC2)C(COC2=CC=C3C(=CN(C3=C2)C)C2C(NC(CC2)=O)=O)=O)C=C1)C1=CC=CC=C1